(2-(1-isopropyl-1H-pyrazol-5-yl)pyridin-3-yl)methanamine C(C)(C)N1N=CC=C1C1=NC=CC=C1CN